C(C)OCC1(CCN(CC1)CCC1=CC=C(N)C=C1)CCC1=CC=CC=C1 4-[2-(4-ethoxymethyl-4-phenethyl-piperidin-1-yl)-ethyl]-aniline